FC1=C(C(=CC(=C1)C1=CC=CC=2SC(=CC21)C2=CC=C(C=C2)F)F)N2CCC(CC2)CC(=O)O (1-{2,6-difluoro-4-[2-(4-fluoro-phenyl)-benzo[b]thiophen-4-yl]-phenyl}-piperidin-4-yl)-acetic acid